ClC1=C(C=C(CN2CCN(CC2)C(=O)N2N=C(C=C2)NS(=O)(=O)C)C=C1)N1CCC(CC1)(F)F N-(1-(4-(4-Chloro-3-(4,4-difluoropiperidin-1-yl)benzyl)piperazine-1-carbonyl)-1H-pyrazol-3-yl)methanesulfonamide